2-methyl-2-[(2,2,2-trifluoroacetyl)amino]propanoic acid CC(C(=O)O)(C)NC(C(F)(F)F)=O